OC(CN(C(C1=C(C=CC=C1)C)=O)C)C N-(2-hydroxypropyl)-N,2-dimethylbenzamide